C(C)OC1=C(CN2C[C@@H](N(CC2)C(=O)OC(C)(C)C)C)C=C(C=C1)C(F)(F)F tert-butyl (S)-4-(2-ethoxy-5-(trifluoromethyl)benzyl)-2-methylpiperazine-1-carboxylate